C1(C=CC(N1C(CC(=O)[O-])CCC)=O)=O 3-Maleimidohexanoate